N-methyl-N-(2-pentyl)-propargylamine CN(C(C)CCC)CC#C